(-)-(2R)-N-{4-[cis-3-anilino-4-oxo-1,4,5,5a,6,7,8,8a-octahydrocyclopenta[b]pyrrolo[2,3-d]pyridin-2-yl]pyridin-2-yl}-4,4-difluoro-2-(4-fluorophenyl)butanamide N(C1=CC=CC=C1)C1=C(NC=2[C@@H]3[C@H](NC(C21)=O)CCC3)C3=CC(=NC=C3)NC([C@H](CC(F)F)C3=CC=C(C=C3)F)=O